4,4,5,5-tetramethyl-2-(3-(triphenylen-2-yl)phenyl)-1,3,2-dioxaborolane CC1(OB(OC1(C)C)C1=CC(=CC=C1)C1=CC=2C3=CC=CC=C3C3=CC=CC=C3C2C=C1)C